FCC(CC(=O)O)[C@@H](C)[C@H]1CC[C@H]2[C@@H]3CCC4CCCC[C@]4(C)[C@H]3CC[C@]12C 22-fluoromethyl-cholanic acid